methyl (2S)-2-amino-3-sulfanyl-propanoate N[C@@H](C(=O)OC)CS